FC1=C(C(=O)NCC23CCC(CC2)(CC3)C=3SC=C(N3)C3=NC(=NC=C3)S(=O)(=O)C)C=C(C(=C1F)OCC1=CC=C(C=C1)OC)F 2,3,5-trifluoro-N-[(4-{4-[2-(methanesulfonyl)pyrimidin-4-yl]-1,3-thiazol-2-yl}bicyclo[2.2.2]octan-1-yl)methyl]-4-[(4-methoxyphenyl)methoxy]benzamide